The molecule is a myo-inositol monophosphate derivative consisting of 1-O-(6-thiohexylphosphono)-D-myo-inositol having an alpha-D-mannosyl-(1->2)-alpha-D-mannosyl-(1->2)-alpha-D-mannosyl-(1->6)-alpha-D-mannosyl-(1->4)-alpha-D-glucosaminyl residue at the 6-position. It is a glycoside, a pentasaccharide derivative and a myo-inositol monophosphate derivative. It derives from a myo-inositol. C(CCCS)CCOP(=O)(O)O[C@@H]1[C@@H]([C@@H]([C@H]([C@@H]([C@H]1O[C@@H]2[C@@H]([C@H]([C@@H]([C@H](O2)CO)O[C@@H]3[C@H]([C@H]([C@@H]([C@H](O3)CO[C@@H]4[C@H]([C@H]([C@@H]([C@H](O4)CO)O)O)O[C@@H]5[C@H]([C@H]([C@@H]([C@H](O5)CO)O)O)O[C@@H]6[C@H]([C@H]([C@@H]([C@H](O6)CO)O)O)O)O)O)O)O)N)O)O)O)O